FC1=C(C(=O)NCC2CCC(CC2)NC(OC(C)(C)C)=O)C=C(C(=C1F)OCC1=CC=C(C=C1)OC)F tert-butyl [(1r,4r)-4-({2,3,5-trifluoro-4-[(4-methoxyphenyl)methoxy]benzamido}methyl)cyclohexyl]carbamate